3-(1-cyclopropyl-1H-1,2,4-triazol-3-yl)-5-fluoro-2-methoxyaniline C1(CC1)N1N=C(N=C1)C=1C(=C(N)C=C(C1)F)OC